tert-butyl (1R,2S)-2-[3-[[6-(azetidin-1-yl)pyrimidin-4-yl]amino]-1-tert-butoxycarbonyl-indazol-6-yl]-5'-methoxy-2'-oxo-spiro[cyclopropane-1,3'-indoline]-1'-carboxylate N1(CCC1)C1=CC(=NC=N1)NC1=NN(C2=CC(=CC=C12)[C@@H]1C[C@@]12C(N(C1=CC=C(C=C21)OC)C(=O)OC(C)(C)C)=O)C(=O)OC(C)(C)C